pyrazino[1,2-d][1,4]oxazine-8-carboxamide C1C=2N(C=CO1)C=CN(C2)C(=O)N